(S)-4-((1H-Indazol-5-yl)ethynyl)-N-(tetrahydrofuran-3-yl)-[2,4'-bipyrimidin]-2'-amine N1N=CC2=CC(=CC=C12)C#CC1=NC(=NC=C1)C1=NC(=NC=C1)N[C@@H]1COCC1